6-fluoro-7-(1-methyl-1H-pyrazol-4-yl)-3,4-dihydroquinoxalin-2(1H)-one FC=1C=C2NCC(NC2=CC1C=1C=NN(C1)C)=O